Boc-N-t-butyloxycarbonyl-L-lysine C(=O)(OC(C)(C)C)N([C@@H](CCCCN)C(=O)O)C(=O)OC(C)(C)C